FC(C=1C=C(C=C(C1)C(F)(F)F)NC=1N(C2=NC(=NC=C2N1)NC1CCCC1)C1CCNCC1)(F)F N8-(3,5-bis(trifluoromethyl)phenyl)-N2-cyclopentyl-9-(piperidin-4-yl)-9H-purine-2,8-diamine